1-((5-(4-chlorophenyl)-1-(4-fluorophenyl)-1H-1,2,4-triazol-3-yl)methyl)-4,4-dimethylpiperidine ClC1=CC=C(C=C1)C1=NC(=NN1C1=CC=C(C=C1)F)CN1CCC(CC1)(C)C